NC(CNC(=O)C1=NC(=CN=C1)C=1NC2=CC=C(C=C2C1)S(F)(F)(F)(F)F)(C)C N-(2-amino-2-methylpropyl)-6-(5-(pentafluoro-λ6-sulfaneyl)-1H-indol-2-yl)pyrazine-2-carboxamide